C1(=CC(=CC(=C1)OC1=CC=C(C#N)C=C1)OC1=CC=C(C#N)C=C1)OC1=CC=C(C#N)C=C1 4,4',4''-(benzene-1,3,5-triyltris(oxy))tribenzonitrile